FC1=CC(=C(C=C1)C1=CC(=CC=2C(NCCOC21)=O)CN2C(N(C=C2)C)=NC(OC(C)(C)C)=O)C tert-butyl (1-((9-(4-fluoro-2-methylphenyl)-5-oxo-2,3,4,5-tetrahydrobenzo[f][1,4]oxazepin-7-yl)methyl)-3-methyl-1,3-dihydro-2H-imidazol-2-ylidene)carbamate